4-((5-(2-chloro-3-hydroxy-5-(trifluoromethyl)phenyl)-1,3,4-thiadiazol-2-yl)methyl)-6-(2,2,2-trifluoroethyl)-4,6-diazaspiro[2.4]heptane-5,7-dione ClC1=C(C=C(C=C1O)C(F)(F)F)C1=NN=C(S1)CN1C2(CC2)C(N(C1=O)CC(F)(F)F)=O